methyl 3-(6-(4-(4-((tert-butoxycarbonyl)amino)butyl)phenyl)pyridin-3-yl)propanoate C(C)(C)(C)OC(=O)NCCCCC1=CC=C(C=C1)C1=CC=C(C=N1)CCC(=O)OC